5-Isopropoxy-3-[6-(3-methylpyrrolidin-1-yl)pyridazin-4-yl]-1H-indazole C(C)(C)OC=1C=C2C(=NNC2=CC1)C1=CN=NC(=C1)N1CC(CC1)C